C(C)(C)(C)N=[Mo]=NC(C)(C)C bis(tert-butylimino)molybdenum